ClC1=CC=C(C=C1)[C@H](CC(=O)NC[C@H](CC1=CC(=C(C(=O)NC)C=C1)F)N(C)C)C 4-((S)-3-((S)-3-(4-chlorophenyl)butanamido)-2-(dimethylamino)propyl)-2-fluoro-N-methylbenzamide